4-Bromo-6-chloro-5-methoxy-1H-indazole BrC1=C2C=NNC2=CC(=C1OC)Cl